C1(=CC=CC=C1)C(N1C(CN(CC1C)CC=1C=C2C(N(C(C2=CC1)=O)N1C(NC(CC1)=O)=O)=O)C)C1=CC=CC=C1 5-((4-diphenylmethyl-3,5-dimethylpiperazin-1-yl)methyl)-2-(2,4-dioxotetrahydropyrimidine-1(2H)-yl)isoindoline-1,3-dione